ClC1=NC=C(C(=C1)N1CCC(CC1)C(F)(F)F)C#CC=1C=NN(C1)C 2-chloro-5-((1-methyl-1H-pyrazol-4-yl)ethynyl)-4-(4-(trifluoromethyl)piperidin-1-yl)pyridine